3-chloro-5-ethoxy-4-isopropoxyphenyl-boric acid ClC=1C=C(C=C(C1OC(C)C)OCC)OB(O)O